N,N-diethylaminoethylmethanesulfonamide C(C)NN(S(=O)(=O)CCC)NCC